C(C)(=O)NCCN(CC[C@@H](C(=O)O)N)CCCCC1=NC=2NCCCC2C=C1 (S)-4-((2-acetamidoethyl)(4-(5,6,7,8-tetrahydro-1,8-naphthyridin-2-yl)butyl)amino)-2-aminobutyric acid